C1(=CC=CC=C1)SCCN 2-(phenylthio)ethan-1-amine